CC1(C(=O)O)CC(C(=O)O)(CC(=C1)S(=O)(=O)O)C.[Na] sodium 1,3-dimethyl-5-sulfoisophthalic acid